The molecule is an indole alkaloid that is vellosimine in which the carbon bearing the aldehyde function has been epimerised. It has a role as a plant metabolite. It is an aldehyde, an indole alkaloid and an organic heteropentacyclic compound. It derives from a hydride of a sarpagan. C/C=C\\1/CN2[C@H]3C[C@@H]1[C@@H]([C@@H]2CC4=C3NC5=CC=CC=C45)C=O